N-(3,5-difluoro-4-iodopyridin-2-yl)-N-((2-(trimethylsilyl)ethoxy)-methyl)ethanesulfonamide FC=1C(=NC=C(C1I)F)N(S(=O)(=O)CC)COCC[Si](C)(C)C